3,4-difluoro-2-(2-fluoro-4-iodoanilino)Benzoic acid methyl ester COC(C1=C(C(=C(C=C1)F)F)NC1=C(C=C(C=C1)I)F)=O